P(O)(=O)(OP(=O)(O)OP(=O)(O)O)OC[C@@H]1[C@H](C[C@@](O1)(N1C(=O)NC(=O)C=C1)C=O)O Formyl-2'-deoxyuridine-5'-triphosphate